sodium 2,3-dichloropyridine ClC1=NC=CC=C1Cl.[Na]